tert-butyl 1-((2-bromo-6-(trifluoromethyl) pyridin-3-yl) methyl)-1,8-diazaspiro[4.5]decane-8-carboxylate BrC1=NC(=CC=C1CN1CCCC12CCN(CC2)C(=O)OC(C)(C)C)C(F)(F)F